FC1=C(C(=CC=C1)C)C1CCC(CC1)C=1C(NC2=NC(=CC=C2C1)C)=O 3-((1r,4r)-4-(2-fluoro-6-methylphenyl)cyclohexyl)-7-methyl-1,8-naphthyridin-2(1H)-one